4-(3-(3,3-Dimethyl-2-oxo-2,3-dihydro-1H-pyrrolo[3,2-b]pyridin-1-yl)-4-fluorobenzyl)phthalazin-1(2H)-on CC1(C(N(C=2C1=NC=CC2)C=2C=C(CC1=NNC(C3=CC=CC=C13)=O)C=CC2F)=O)C